5-(2'-fluorophenyl)-N,N-dimethyl-1,2,3,4-tetrahydronaphthalen-2-amine FC1=C(C=CC=C1)C1=C2CCC(CC2=CC=C1)N(C)C